3-[5-methoxy-3-methyl-2-oxo-4-(4-piperidyl)benzimidazol-1-yl]piperidine-2,6-dione COC1=C(C2=C(N(C(N2C)=O)C2C(NC(CC2)=O)=O)C=C1)C1CCNCC1